Propan-2-yl (2S)-2-{[(S)-{[5-(6-benzamido-9H-purin-9-yl)-4-[(tert-butyldimethyl-silyl)oxy]-4,5-dihydrofuran-2-yl]methoxy}(phenoxy)phosphoryl]-amino}propanoate C(C1=CC=CC=C1)(=O)NC1=C2N=CN(C2=NC=N1)C1C(C=C(O1)CO[P@](=O)(OC1=CC=CC=C1)N[C@H](C(=O)OC(C)C)C)O[Si](C)(C)C(C)(C)C